titanium (IV) n-propoxide [O-]CCC.[Ti+4].[O-]CCC.[O-]CCC.[O-]CCC